S(=O)(=O)(O)C=1C=C2C=CC(=CC2=CC1)C1=CC(=CC(=C1)C(=O)OC)C(=O)OC 6-sulfo-2-naphthyl-3,5-dimethoxyformylbenzene